(R)-4-(3-(4-acryloylmorpholin-3-yl)-5-chlorophenyl)-6-amino-1,3,5-triazin-2(1H)-one C(C=C)(=O)N1[C@@H](COCC1)C=1C=C(C=C(C1)Cl)C1=NC(NC(=N1)N)=O